N1(CCC1)C1CCN(CC1)C(=O)C1=CC=C(C=C1)[C@@H]1CC2(CC(C2)C#N)CCN1CC1=C2C=CNC2=C(C=C1OC)C (2R,4r,6S)-6-(4-(4-(azetidin-1-yl)piperidine-1-carbonyl)phenyl)-7-((5-methoxy-7-methyl-1H-indol-4-yl)methyl)-7-azaspiro[3.5]nonane-2-carbonitrile